1-(1-methylpiperidin-4-yl)-3-{[4-(propan-2-yloxy)phenyl]methyl}-1-[(2,3,4-trifluorophenyl)methyl]urea CN1CCC(CC1)N(C(=O)NCC1=CC=C(C=C1)OC(C)C)CC1=C(C(=C(C=C1)F)F)F